(S)-N-(7-chloro-6-(1-((3S,4S)-4-hydroxy-3-methyltetrahydrofuran-3-yl)piperidin-4-yl)isoquinolin-3-yl)-2,2-dimethylcyclopropane-1-carboxamide ClC1=C(C=C2C=C(N=CC2=C1)NC(=O)[C@@H]1C(C1)(C)C)C1CCN(CC1)[C@]1(COC[C@H]1O)C